(2R,4R)-4-methoxy-N-[2-(2-oxa-8-azaspiro[3.5]nonan-8-yl)-2-oxo-1-(3-pyridyl)ethyl]-N-[4-(pentafluoro-λ6-sulfanyl)phenyl]pyrrolidine-2-carboxamide CO[C@@H]1C[C@@H](NC1)C(=O)N(C1=CC=C(C=C1)S(F)(F)(F)(F)F)C(C(=O)N1CCCC2(COC2)C1)C=1C=NC=CC1